F[C@H]1CN(CC[C@H]1NC1=C2C=C(N(C2=CC=C1)CC(F)(F)F)C#CCNC1=C(C=C(C(=O)OC)C=C1)OC)CCOC methyl 4-{[3-(4-{[(3S,4R)-3-fluoro-1-(2-methoxyethyl)piperidin-4-yl]amino}-1-(2,2,2-trifluoroethyl)-1H-indol-2-yl)prop-2-yn-1-yl]amino}-3-methoxybenzoate